dimethyl cis-cyclohexa-3,5-diene-1,2-dicarboxylate [C@@H]1([C@H](C=CC=C1)C(=O)OC)C(=O)OC